3-(2-{[2-(4-fluorophenyl)-2-methylpropyl]amino}pyrimidin-5-yl)benzamide FC1=CC=C(C=C1)C(CNC1=NC=C(C=N1)C=1C=C(C(=O)N)C=CC1)(C)C